O.Cl.ClC1=CC=C(C=C1)NC([C@H](C)C1CCC(CC1)C1=CC=NC2=CC=C(C=C12)F)=O (R)-N-(4-chlorophenyl)-2-((1S,4S)-4-(6-fluoroquinolin-4-yl)cyclohexyl)propanamide hydrochloride salt monohydrate